6-(3-(dimethylamino)propyl)-9-(trifluorometh-yl)-2,3,4,6-tetrahydro-1H-indolo[2,3-b]quinolin-11-amine CN(CCCN1C=2C=CC(=CC2C=2C1=NC=1CCCCC1C2N)C(F)(F)F)C